O=C1NCC2N(C(C1)C2)C(=O)OC(C)(C)C tert-butyl 4-oxo-3,7-diazabicyclo[4.1.1]octane-7-carboxylate